FC(C1=CC=C(C=C1)C1=NC2=CC(=CC=C2C=C1)C(=O)OC)(F)F methyl 2-(4-(trifluoromethyl)phenyl)quinoline-7-carboxylate